2-(((4-(((2-(pyrrolidin-1-yl)ethyl)carbamoyl)oxy)decanoyl)oxy)methyl)propyl (2-(hept-6-en-1-yl)non-8-en-1-yl) adipate C(CCCCC(=O)OCC(CCCCCC=C)CCCCCC=C)(=O)OCC(C)COC(CCC(CCCCCC)OC(NCCN1CCCC1)=O)=O